COC1=C(C(=C(C=C1)CO)C)C1=NC=NC=C1 (4-methoxy-2-methyl-3-(pyrimidin-4-yl)-phenyl)methanol